C(CCCCCCCCC)(=O)OC[C@@H](OO)COP(=O)(O)OCC[N+](C)(C)C 1-Decanoyl-2-hydroxy-sn-glycero-3-phosphorylcholine